(S)-2-(4-(2-(2,4-Diaminopteridin-6-yl)ethyl)benzamido)-5-(4-((S)-2-((S)-2-(6-(2,5-dioxo-2,5-dihydro-1H-pyrrol-1-yl)hexanamido)-3-methylbutanamido)propanamido)benzamido)pentanoic acid NC1=NC2=NC=C(N=C2C(=N1)N)CCC1=CC=C(C(=O)N[C@H](C(=O)O)CCCNC(C2=CC=C(C=C2)NC([C@H](C)NC([C@H](C(C)C)NC(CCCCCN2C(C=CC2=O)=O)=O)=O)=O)=O)C=C1